C(CC)C=1C(=C(C=CC1)C1=CC=C(C=C1)O)C1=CC=C(C=C1)O propyl-bis(4-hydroxyphenyl)benzene